Silver water O.[Ag]